benzoxaAzole O1C=NC2=C1C=CC=C2